N-acrylpiperidin C(=O)(C=C)N1CCCCC1